tert-butyl 2-[3-[2,2-difluorocyclopropyl]-5-(trifluoromethyl)pyrazol-1-yl]acetate FC1(C(C1)C1=NN(C(=C1)C(F)(F)F)CC(=O)OC(C)(C)C)F